FC=1C=C2C=3CCC/C(/C3NC2=CC1F)=N\CCC1CCC=2C=CC3=C(OCC3)C12 (E)-6,7-difluoro-N-(2-(3,6,7,8-tetrahydro-2H-indeno[4,5-b]furan-8-yl)ethyl)-2,3,4,9-tetrahydro-1H-carbazole-1-imine